ClC1=CC=C(C=C1)C(C(=O)OC)=O methyl 2-(4-chlorophenyl)-2-oxoacetate